bicyclo[2.2.2]oct-7-en-2,3,5,6-tetracarboxylic acid C12C(C(C(C(C1C(=O)O)C(=O)O)C=C2)C(=O)O)C(=O)O